5-{(3S)-3-[(2-cyclohexylethyl)amino]-5-fluoro-7-hydroxy-3,4-dihydro-2H-1-benzothiopyran-6-yl}-1λ6,2,5-thiadiazolidine-1,1,3-trione C1(CCCCC1)CCN[C@@H]1CSC2=C(C1)C(=C(C(=C2)O)N2CC(NS2(=O)=O)=O)F